C(#N)C1C2=CC=CC=C2N(C=2C=CC=CC12)C 9-CYANO-9,10-DIHYDRO-10-METHYLACRIDIN